BrC1=C(C=C(C(=O)C2=CC=CC=C2)C=C1)OC 4-bromo-3-methoxybenzophenone